tert-butyl (8-(((S)-1-((2S,4R)-4-hydroxy-2-((4-(4-methylthiazol-5-yl)benzyl)carbamoyl) pyrrolidin-1-yl)-3,3-dimethyl-1-oxobutan-2-yl)amino)-8-oxooctyl)carbamate O[C@@H]1C[C@H](N(C1)C([C@H](C(C)(C)C)NC(CCCCCCCNC(OC(C)(C)C)=O)=O)=O)C(NCC1=CC=C(C=C1)C1=C(N=CS1)C)=O